BrC=1C(=CC2=C(OC(O2)(F)F)C1)N 6-bromo-2,2-difluoro-1,3-benzodioxol-5-amine